OCC(C(=O)O)(C)CO 2,2-BIS(HYDROXYMETHYL)PROPIONIC ACID